2-(3-oxa-8-azabicyclo[3.2.1]oct-8-yl)benzoic acid C12COCC(CC1)N2C2=C(C(=O)O)C=CC=C2